3-[6-chloro-3-[[(1R)-1-[2-[1-(2-hydroxyethyl)pyrazol-4-yl]-3,6-dimethyl-4-oxo-benzopyran-8-yl]ethyl]amino]-2-pyridinyl]-4H-1,2,4-oxadiazol-5-one ClC1=CC=C(C(=N1)C1=NOC(N1)=O)N[C@H](C)C1=CC(=CC=2C(C(=C(OC21)C=2C=NN(C2)CCO)C)=O)C